FC1=C(C(=CC(=C1)P(=O)(O)O)F)C(C(=O)N[C@@H]1B(OC2=C(C1)C=CC=C2C(=O)O)O)NC(=O)N2C(C(N(CC2)CC)=O)=O (3R)-3-(2-(2,6-difluoro-4-phosphonophenyl)-2-(4-ethyl-2,3-dioxopiperazine-1-carboxamido)acetamido)-2-hydroxy-3,4-dihydro-2H-benzo[e][1,2]oxaborinine-8-carboxylic acid